2-(3-(4-Bromophenyl)propoxy)tetrahydro-2H-pyran BrC1=CC=C(C=C1)CCCOC1OCCCC1